pyrrolyl-(pyrrole) N1C(=CC=C1)C=1NC=CC1